C1(CCC1)CN[C@H]1CN(CCC1)C1=CC(N(C=C1)C(C)N1N=NC(=C1)C=1C=NC=C(C1)F)=O 4-((R)-3-((cyclobutylmethyl)amino)piperidin-1-yl)-1-(1-(4-(5-fluoropyridin-3-yl)-1H-1,2,3-triazol-1-yl)ethyl)pyridin-2(1H)-one